FC(CN1N=CC=2C1=NC(=CN2)N2CCC1(CCN(C1)C=1C=NC(=NC1)CC)CC2)F 8-(1-(2,2-difluoroethyl)-1H-pyrazolo[3,4-b]pyrazin-6-yl)-2-(2-ethylpyrimidin-5-yl)-2,8-diazaspiro[4.5]decane